(R)-4-(4-pyridyl)-beta-homoalanine N1=CC=C(C=C1)C[C@@H](N)CC(=O)O